5-(4-fluorophenyl)-4-(3-pyrrolidinyl)-3-hydroxyisothiazole hydrobromide Br.FC1=CC=C(C=C1)C1=C(C(=NS1)O)C1CNCC1